phenyl-alpha-aminopropionic acid C1(=CC=CC=C1)C(C(=O)O)(C)N